N-(4-fluoro-3-methoxy-phenyl)imidazo[1,2-a]pyrazine-6-carboxamide FC1=C(C=C(C=C1)NC(=O)C=1N=CC=2N(C1)C=CN2)OC